methyl (Z)-2-((7-cyanobenzo[b]thiophen-3-yl)methylene)-3-oxobutanoate C(#N)C1=CC=CC2=C1SC=C2\C=C(/C(=O)OC)\C(C)=O